C(C)(=O)O[C@@H]([C@H]([C@H]1[C@@H]([C@H](CC(C(O)=O)(O)O1)O)NC(CO)=O)O)CO 8-O-acetyl-5-N-hydroxyacetyl-neuraminic acid